ClC=1C=CC(=C(C(=O)O)C1)NC1=C(C=NC2=CC=C(C=C12)Cl)C=1CCNCC1 5-chloro-2-[[6-chloro-3-(1,2,3,6-tetrahydropyridin-4-yl)-4-quinolinyl]amino]benzoic acid